Methyl 2-(4-(5-amino-4-cyano-1-(1,1,1-trifluoropropan-2-yl)-1H-pyrazol-3-yl)phenyl)acetate NC1=C(C(=NN1C(C(F)(F)F)C)C1=CC=C(C=C1)CC(=O)OC)C#N